N,N-dimethylglycine calcium fumarate C(\C=C\C(=O)[O-])(=O)[O-].[Ca+2].CN(CC(=O)O)C